7-bromo-3-(((tert-butyldimethylsilyl)oxy)methyl)-2,3-dihydropyrazolo[5,1-b]oxazole BrC=1C=NN2C1OCC2CO[Si](C)(C)C(C)(C)C